N-[3-(Chlorodimethylsilanyl)-propyl]-N-methyl-methanesulfonamide Cl[Si](CCCN(S(=O)(=O)C)C)(C)C